FC1(C(NC2(C1=O)CCC(CC2)=O)=O)F 3,3-difluoro-8-oxo-1-azaspiro[4.5]decane-2,4-dione